Z-8-dodecene CCCCCCC\C=C/CCC